3-ethyl-7-((5-fluoro-3',6'-dihydro-[2,4'-bipyridin]-1'(2'H)-yl)methyl)-1,6-naphthyridin-2(1H)-one C(C)C=1C(NC2=CC(=NC=C2C1)CN1CCC(=CC1)C1=NC=C(C=C1)F)=O